N1-(2-fluorophenyl)-N2-((S)-1-(((S)-4-hydroxy-3-oxo-1-((S)-2-oxopiperidin-3-yl)butan-2-yl)amino)-4,4-dimethyl-1-oxopentan-2-yl)oxalamide FC1=C(C=CC=C1)NC(C(=O)N[C@H](C(=O)N[C@@H](C[C@H]1C(NCCC1)=O)C(CO)=O)CC(C)(C)C)=O